5-((3S,4S)-4-amino-3-methyl-2-oxa-8-azaspiro[4.5]decan-8-yl)pyrazin N[C@@H]1[C@@H](OCC12CCN(CC2)C=2N=CC=NC2)C